C1(=C(C(=C(C(=C1)C(=O)Cl)C(=O)Cl)C(=O)Cl)C(=O)Cl)C1=CC=CC=C1 biphenyltetracarboxylic chloride